2-amino-4H-pyrrolo[3,2-d]thiazole-4-carboxylic acid tert-butyl ester C(C)(C)(C)OC(=O)N1C=CC=2N=C(SC21)N